[N+](=O)([O-])C1=CC=C(C=C1)CCNC=1N(CCN1)C(=O)OC(C)(C)C tert-butyl 2-{[2-(4-nitrophenyl)ethyl]amino}-4,5-dihydro-1H-imidazole-1-carboxylate